ClC1=C(N=CC(=N1)N)C1COC1 6-chloro-5-(oxetan-3-yl)pyrazin-2-amine